C1(=CC=CC=C1)NC=1OC=NN1 N-phenyl-1,3,4-oxadiazol-2-amine